5-ethynyl-1-fluoronaphthalen-2-amine C(#C)C1=C2C=CC(=C(C2=CC=C1)F)N